C(CC)S(=O)(=O)OC1=C(OC(C1=O)C1=CC=C(C=C1)Cl)N 2-amino-5-(4-chlorophenyl)-4-oxo-4,5-dihydrofuran-3-yl propane-1-sulfonate